COC=1C=C2C=CC=C(C2=CC1)OC(CO)C=C 2-((6-methoxynaphthalen-1-yl)oxy)but-3-en-1-ol